N=1C=NN2C1C=CC(=C2)C2=CC(=NN2C2=NC(=CC=C2)C)CC(=O)NC2=CC(=CC=C2)Cl 5-([1,2,4]triazolo[1,5-a]pyridin-6-yl)-N-(3-chlorophenyl)-1-(6-methylpyridin-2-yl)-1H-pyrazole-3-carboxyamide